N-(2-(3-(5-isopropoxypyridin-2-yl)-1,2,4-thiadiazol-5-ylamino)-5-(trifluoromethyl)pyridin-3-yl)-N-methylacetamide C(C)(C)OC=1C=CC(=NC1)C1=NSC(=N1)NC1=NC=C(C=C1N(C(C)=O)C)C(F)(F)F